10-Methoxy-N-methyl-11-(1-methyl-1,2,4-triazol-3-yl)-15-oxa-2,4,8,23-tetrazatetracyclo[15.3.1.13,7.19,13]tricosa-1(21),3(23),4,6,9,11,13(22),17,19-nonaene-6-carboxamide COC1=C2NC3=C(C=NC(NC=4C=CC=C(COCC(C=C1C1=NN(C=N1)C)=C2)C4)=N3)C(=O)NC